5-amino-4-(4-(2,4-difluorophenoxy)piperidin-1-yl)-N-ethylpyridin-carboxamide NC=1C(=CC(=NC1)C(=O)NCC)N1CCC(CC1)OC1=C(C=C(C=C1)F)F